methyl 5-(1'-(8-cyclopropyl-4-methoxyquinoline-2-carbonyl)-1-oxospiro[isochroman-3,4'-piperidin]-7-yl)nicotinate C1(CC1)C=1C=CC=C2C(=CC(=NC12)C(=O)N1CCC2(CC1)OC(C1=CC(=CC=C1C2)C=2C=NC=C(C(=O)OC)C2)=O)OC